trans-ethyl 1-benzyl-4-(fluoromethyl)pyrrolidine-3-carboxylate C(C1=CC=CC=C1)N1C[C@H]([C@@H](C1)CF)C(=O)OCC